dimorpholino phosphate P(=O)(ON1CCOCC1)(ON1CCOCC1)[O-]